2-(1-Methyl-1H-pyrazol-4-yl)-3-oxo-6-[4-(trifluoromethyl)phenyl]-2,3-dihydropyridazine-4-carboxylic acid CN1N=CC(=C1)N1N=C(C=C(C1=O)C(=O)O)C1=CC=C(C=C1)C(F)(F)F